(2S)-6-chloro-4-oxo-N-(4-{5-[cis-3-(trifluoromethoxy)cyclobutyl]-1,3,4-oxadiazol-2-yl}bicyclo[2.2.2]octan-1-yl)-3,4-dihydro-2H-1-benzopyran-2-carboxamide ClC=1C=CC2=C(C(C[C@H](O2)C(=O)NC23CCC(CC2)(CC3)C=3OC(=NN3)[C@@H]3C[C@@H](C3)OC(F)(F)F)=O)C1